FC(F)C1NCC2=CC=CC=C12 (difluoromethyl)isoindoline